CC=1C(=C2C=CNC2=C(C1)C)O[C@H]1[C@@H](CN(CC1)C1CC(C1)F)C1=CC=C(C(=O)O)C=C1 4-((3R,4R)-4-((5,7-dimethyl-1H-indol-4-yl)oxy)-1-((1r,3R)-3-fluorocyclobutyl)piperidin-3-yl)benzoic acid